OC/C(=C/CCP(=O)(N[C@H](C(=O)OCC(C)C)C)OC1=CC=C(C=C1)C[C@@H](C(=O)O[C@@H]1COCC1)NCCCC1=CC=CC=C1)/C (S)-tetrahydrofuran-3-yl (2S)-3-(4-((((E)-5-hydroxy-4-methylpent-3-en-1-yl)(((S)-1-isobutoxy-1-oxopropan-2-yl)amino)phosphoryl)oxy)phenyl)-2-((3-phenylpropyl)amino)propanoate